[Pb].CC1=NC2=C(C=CC=C2C=C1)O 2-methyl-8-hydroxyquinoline lead salt